C(C)C1=CC2=C(C(C=3NC4=CC(=CC=C4C3C2=O)C#N)(C)C)C=C1N1CCC(CC1)N1CCOCC1 9-ethyl-6,6-dimethyl-8-(4-morpholin-4-ylpiperidin-1-yl)-11-oxo-6,11-dihydro-5H-benzo[b]carbazole-3-carbonitrile